C(C)(C)(C)C1=CC=CC=C1 p-tertbutyl-benzene